1,1-difluoro-N-((6s,7s)-5-((R)-oxetan-2-carbonyl)-6-((2,3',5'-trifluoro-[1,1'-biphenyl]-3-yl)methyl)-5-azaspiro[2.4]heptan-7-yl)methanesulfonamide FC(S(=O)(=O)N[C@@H]1[C@@H](N(CC12CC2)C(=O)[C@@H]2OCC2)CC=2C(=C(C=CC2)C2=CC(=CC(=C2)F)F)F)F